C(C)(C)(C)OC(=O)N1C(CC1)CBr (bromomethyl)azetidine-1-carboxylic acid tert-butyl ester